BrC=1C(=CC2=C(CCS2(=O)=O)C1)F 5-bromo-6-fluoro-2,3-dihydro-1lambda6-benzothiophene-1,1-dione